Ethyl 6-(5-(Pentan-3-Ylcarbamoyl)-3-(3-(5-(Pentan-3-Ylcarbamoyl-Carbamoyl)Oxazol-2-Yl)Phenyl)-1H-1,2,4-Triazol-1-Yl)Hexanoate CCC(CC)NC(=O)C1=NC(=NN1CCCCCC(=O)OCC)C1=CC(=CC=C1)C=1OC(=CN1)C(NC(NC(CC)CC)=O)=O